C(C1=CC=CC=C1)NC(C(C(CC1CC1)NC(=O)C1C2C(C2CN1C([C@H](C(C)(C)C)NC(=O)C1CC1)=O)(C)C)=O)=O N-(4-(Benzylamino)-1-cyclopropyl-3,4-dioxobutan-2-yl)-3-((S)-2-(cyclopropanecarboxamido)-3,3-dimethylbutanoyl)-6,6-dimethyl-3-azabicyclo[3.1.0]hexane-2-carboxamide